3-fluoro-6-hydroxy-2-(3-fluoro-4-hydroxyphenyl)-4H-chromen-4-one FC1=C(OC2=CC=C(C=C2C1=O)O)C1=CC(=C(C=C1)O)F